2-[2-[2-[2-[2-[8-[(Z)-non-2-enoxy]-8-oxo-octoxy]-3-[8-[(Z)-oct-2-enoxy]-8-oxo-octoxy] propoxy] ethoxy]ethoxy] ethoxy]ethyl 1-methylpiperidine-4-carboxylate CN1CCC(CC1)C(=O)OCCOCCOCCOCCOCC(COCCCCCCCC(=O)OC\C=C/CCCCC)OCCCCCCCC(=O)OC\C=C/CCCCCC